(4-(1-(2-((tetrahydro-2H-pyran-2-yl)oxy)ethyl)-1H-1,2,3-triazol-4-yl)phenyl)methanamine O1C(CCCC1)OCCN1N=NC(=C1)C1=CC=C(C=C1)CN